6-(3-(5-(1-ethylpiperidin-4-yl)pyrimidin-2-yl)-4-isopropyl-1H-pyrazol-5-yl)-8-methyl-[1,2,4]triazolo[1,5-a]pyridine C(C)N1CCC(CC1)C=1C=NC(=NC1)C1=NNC(=C1C(C)C)C=1C=C(C=2N(C1)N=CN2)C